furo[2,3-e]isoindole O1C=CC2=C1C1=CNC=C1C=C2